(S)-N,N'-(6-oxo-6-(prop-2-yn-1-ylamino)hexane-1,5-diyl)bis(3-aminopropanamide) O=C([C@H](CCCCNC(CCN)=O)NC(CCN)=O)NCC#C